ClC=1C=C(C=CC1N=NC1C(N(N=C1C)C1=CC=CC=C1)=O)C1=CC(=C(C=C1)N=NC1C(N(N=C1C)C1=CC=CC=C1)=O)Cl 4,4'-[(3,3'-dichloro[1,1'-biphenyl]-4,4'-diyl)bis(azo)]bis[2,4-dihydro-5-methyl-2-phenyl-3H-pyrazol-3-one]